C(CCCCCCCCCC)(=O)OCC(C)OC(CCCCCCCCCC)=O propylene glycol di-undecanoate